1-(4-(3-(2,6-bis(benzyloxy)pyridin-3-yl)-1-methyl-1H-indazol-6-yl)piperazin-1-yl)-4-((1r,4s)-4-(3-bromo-2-methylphenoxy)cyclohexyl)butan-1-one C(C1=CC=CC=C1)OC1=NC(=CC=C1C1=NN(C2=CC(=CC=C12)N1CCN(CC1)C(CCCC1CCC(CC1)OC1=C(C(=CC=C1)Br)C)=O)C)OCC1=CC=CC=C1